(2-(cyclobutylmethoxy)phenyl)methylamine C1(CCC1)COC1=C(C=CC=C1)CN